C1(CCCCC1)CC(=O)NC=1C=CC2=C(N=C(O2)C(C)C)C1 2-Cyclohexyl-N-(2-isopropyl-1,3-benzoxazol-5-yl)acetamide